COC(=O)C1=CC=2C(=CN=CC2)S1.C1(=CC=CC=C1)C1=CC2=C(C3=CC=CC=C3C(=C2C=C1)C1=CC2=CC=CC=C2C=C1)C1=CC2=CC=CC=C2C=C1 2-phenyl-9,10-di(naphthalen-2-yl)anthracene methyl-thieno[2,3-c]pyridine-2-carboxylate